COC1=CC=C(C=C1)[PH+](C1=CC=C(C=C1)OC)C1=CC=C(C=C1)OC Tris(4-methoxyphenyl)phosphonium